(S)-4-ethyl-4,9-dihydroxy-10-(piperazin-1-ylmethyl)-1,12-dihydro-14H-pyrano[3',4':6,7]indolizino[1,2-b]quinoline-3,14(4H)-dione trifluoroacetate FC(C(=O)O)(F)F.C(C)[C@]1(C(OCC=2C(N3CC=4C(=NC=5C=CC(=C(C5C4)CN4CCNCC4)O)C3=CC21)=O)=O)O